2-(2-(cyclooct-2-yn-1-yloxy)ethoxy)ethane C1(C#CCCCCC1)OCCOCC